[S-2].[Zn+2].[Cu+2].[Fe+2].[S-2].[S-2] iron copper zinc sulfide